O1CCN(CC1)C=1C=CC=C(C1)NS(=O)(=O)C 5-morpholinophenyl-methylsulfonamide